2-Methyl-N1-(5-(5-methyl-1,3,4-oxadiazol-2-yl)pyridin-2-yl)-N1-(5-(methylthio)pyrimidin-2-yl)propane-1,3-diamine CC(CN(C1=NC=C(C=N1)SC)C1=NC=C(C=C1)C=1OC(=NN1)C)CN